BrC=1C(=NC(=NC1)NC1=CC(=C(C=C1OC)N1CCN(CC1)C1CCN(CC1)C(=O)[O-])C=1C=NN(C1)CC)NC=1C(=C2N=CC=NC2=CC1)P(=O)(OC)OC 4-(4-(4-((5-bromo-4-((5-(dimethylphosphono)quinoxalin-6-yl)amino)pyrimidin-2-yl)amino)-5-Methoxy-2-(1-ethyl-1H-pyrazol-4-yl)phenyl)piperazin-1-yl)piperidine-1-carboxylate